FC=1C=C(C=CC1)C1=CN=C2N(C1=O)C(=CS2)C 6-(3-fluorophenyl)-3-methyl-5H-thiazolo[3,2-a]Pyrimidine-5-one